chloro-α-methylstyrene ClC=C(C1=CC=CC=C1)C